FC(OC1=NOC(=C1)C(=O)NC=1C(=NC=NC1C1OCC(CC1)(F)F)C1=C(C=CC(=C1)F)F)F 3-(difluoromethoxy)-N-(4-(2,5-difluorophenyl)-6-(5,5-difluorotetrahydro-2H-pyran-2-yl)pyrimidin-5-yl)isoxazole-5-carboxamide